C(C)OC([C@@H](NC(C(CC1=C(C=CC=C1)C)CSC(C)=O)=O)CCSC)=O N-[2-acetylthiomethyl-3-(2-methyl-phenyl)propionyl]-methionine ethyl ester